4-(10-(4-(1-phenyl-1H-phenanthro[9,10-d]imidazol-2-yl)phenyl)anthracen-9-yl)benzonitrile C1(=CC=CC=C1)N1C(=NC2=C1C1=CC=CC=C1C=1C=CC=CC12)C1=CC=C(C=C1)C1=C2C=CC=CC2=C(C2=CC=CC=C12)C1=CC=C(C#N)C=C1